N[C@H](C(=O)NCCCC(NC=1SC2=C(N1)C=CC(=C2)OC(F)(F)F)=O)[C@H](CC)C (2S,3S)-2-amino-3-methyl-N-(4-oxo-4-((6-(trifluoromethoxy)benzo[d]thiazol-2-yl)amino)butyl)pentanamide